N-((4-(((4-fluorotetrahydro-2H-pyran-4-yl)methyl)amino)3-nitrophenyl)sulfonyl)benzamide FC1(CCOCC1)CNC1=C(C=C(C=C1)S(=O)(=O)NC(C1=CC=CC=C1)=O)[N+](=O)[O-]